tert-butyl-3-methyl-5-[7-(1-methyl-1H-pyrazol-5-yl)-5-[(3R)-3-methylmorpholin-4-yl] pyrazolo[1,5-a]pyrimidin-3-yl]-1H-pyrazole-1-carboxylate C(C)(C)(C)OC(=O)N1N=C(C=C1C=1C=NN2C1N=C(C=C2C2=CC=NN2C)N2[C@@H](COCC2)C)C